ClC(C)CC(C)Cl 2,4-dichloropentane